1,2-butylene ether C1C(CC)O1